tert-butyl 2-formyl-6-[[4-(4-oxopyrido[1,2-a]pyrimidin-2-yl)triazol-1-yl]methyl]indole-1-carboxylate C(=O)C=1N(C2=CC(=CC=C2C1)CN1N=NC(=C1)C=1N=C2N(C(C1)=O)C=CC=C2)C(=O)OC(C)(C)C